N-[(15aS,16R)-7-chloro-17,17,20-trifluoro-1-oxo-1,2,15a,16,17,18-hexahydro-15H-4,8-(azeno)-10,14-(metheno)pyrrolo[2,1-n][1,7,3,15]dioxadiazacycloheptadecin-16-yl]methanesulfonamide ClC1=CN=C2OCC(N3[C@@H](CC=4C=CC=C(OC1=N2)C4F)[C@H](C(C3)(F)F)NS(=O)(=O)C)=O